methyl 3-(9-((4-(aminomethyl)-2,6-dimethylphenyl)carbamoyl)-4,5-dihydrobenzo[b]thieno[3,2-d]oxepin-8-yl)-6-(propylcarbamoyl)picolinate NCC1=CC(=C(C(=C1)C)NC(=O)C1=CC2=C(OCCC3=C2C=CS3)C=C1C=1C(=NC(=CC1)C(NCCC)=O)C(=O)OC)C